FC1=C(OC[C@H]2CN(CC2)C(=O)OC(C)(C)C)C=CC(=C1)F (R)-tert-butyl 3-((2,4-difluorophenoxy)methyl)pyrrolidine-1-carboxylate